P(O)(F)F difluorophosphorous acid